C(C)NC(O[C@@H]1CC[C@H](CC1)C(N(C1=NC=CC(=C1)C=1C=NN(C1)C(C)C)C[C@@H]1CC[C@H](CC1)C1=CC(=C(C=C1)OC)C#N)=O)=O trans-4-(((trans-4-(3-Cyano-4-methoxyphenyl)cyclohexyl)methyl)(4-(1-isopropyl-1H-pyrazol-4-yl)pyridin-2-yl)carbamoyl)cyclohexyl ethylcarbamate